benzyl diazaspiro[3.5]nonane-7-carboxylate N1NCC12CCC(CC2)C(=O)OCC2=CC=CC=C2